C(C=C)(=O)OCCC[Si](Br)(Br)Br acryloxypropyltribromosilane